[SiH2]1NNCCCC1 siladiazepane